(S)-3-(5-fluoro-3'-methoxybiphenyl-3-yl)-3-(3-(4-hydroxy-1,6-dimethyl-2-oxo-1,2-dihydropyridin-3-yl)ureido)propanoic acid ethyl ester C(C)OC(C[C@H](NC(=O)NC=1C(N(C(=CC1O)C)C)=O)C=1C=C(C=C(C1)F)C1=CC(=CC=C1)OC)=O